1-(4-(2-bromoethoxy)phenyl)-3-methyl-2,3,4,9-tetrahydro-1H-pyrido[3,4-b]Indole BrCCOC1=CC=C(C=C1)C1NC(CC2=C1NC1=CC=CC=C21)C